2-diazo-3',6'-bis(3-(dimethylcarbamoyl)azetidin-1-yl)-3-oxo-2,3-dihydrospiro[indene-1,9'-xanthene]-6-carboxylic acid [N+](=[N-])=C1C(C2=CC=C(C=C2C12C1=CC=C(C=C1OC=1C=C(C=CC21)N2CC(C2)C(N(C)C)=O)N2CC(C2)C(N(C)C)=O)C(=O)O)=O